3-(4-(3-[(2,4-Diamino-6-ethylpyrimidin-5-yl)oxy]propoxy)phenyl)-N-hydroxypropanamide NC1=NC(=C(C(=N1)N)OCCCOC1=CC=C(C=C1)CCC(=O)NO)CC